CN(S(=O)(=O)NC1=CC(=NC=C1)C=1C(=C2C(=NC1)N(C=C2)COCC[Si](C)(C)C)N[C@H]2CN(CCC2)C(=O)OC(C)(C)C)C tert-butyl (R)-3-((5-(4-((N,N-dimethylsulfamoyl)amino)pyridin-2-yl)-1-((2-(trimethylsilyl)ethoxy)methyl)-1H-pyrrolo[2,3-b]pyridin-4-yl)amino)piperidine-1-carboxylate